5-(2-(2-(1-(3-amino-6-(2-hydroxyphenyl)pyridazin-4-yl)-4-phenylpiperidine-4-carbonyl)-2,6-diazaspiro[3.4]octan-6-yl)-2-oxoethoxy)-2-(2,6-dioxopiperidin-3-yl)isoindoline-1,3-dione NC=1N=NC(=CC1N1CCC(CC1)(C(=O)N1CC2(C1)CN(CC2)C(COC=2C=C1C(N(C(C1=CC2)=O)C2C(NC(CC2)=O)=O)=O)=O)C2=CC=CC=C2)C2=C(C=CC=C2)O